ytterbium trifluoride [F-].[F-].[F-].[Yb+3]